7α-acetylthio-15β,16β-Methylene-3-oxo-4-androstene C(C)(=O)S[C@H]1[C@H]2[C@@H]3[C@H]4[C@@H](C[C@@]3(C)CC[C@@H]2[C@]2(CCC(C=C2C1)=O)C)C4